CC1=C(C=CC=C1C)OC1=CC=C(C=N1)N1C(NN=C1C)=O 4-{6-[(2,3-dimethylphenyl)oxy]-3-pyridinyl}-5-methyl-2,4-dihydro-3H-1,2,4-triazol-3-one